Cl.COC(=O)[C@H]1N(CCCC1)CC1=C(C=C(C(=C1)[N+](=O)[O-])OCC=1C(=C(C=CC1)C1=CC=CC=C1)Br)OCC1=CC=2C(=NON2)C=C1 (S)-1-(2-(benzo[c][1,2,5]oxadiazol-5-ylmethoxy)-4-((2-bromo-[1,1'-biphenyl]-3-yl)methoxy)-5-nitrobenzyl)piperidine-2-carboxylic acid methyl ester hydrochloride